O1CCC(CC1)CNC(=O)C=1C=2C[C@@H]3[C@H](C2N(N1)C1=CC=C(C=C1)OC)C3 (1aR,5aR)-2-(4-Methoxy-phenyl)-1a,2,5,5a-tetrahydro-1H-2,3-diaza-cyclopropa[a]pentalene-4-carboxylic acid (tetrahydro-pyran-4-ylmethyl)-amide